N-cyclopropyl-6-{1-[(4-fluorobenzene-1-carbonyl)amino]cyclopropyl}-3,4-dihydro-1,5-naphthyridine-1(2H)-carboxamide C1(CC1)NC(=O)N1CCCC2=NC(=CC=C12)C1(CC1)NC(=O)C1=CC=C(C=C1)F